C(C)(C)(C)OC(=O)N1CCC(CC1)CC1=C(C=C(C=C1OC)C=1C2=C(C(N(C1)C)=O)N(N=C2)CC2=CC=C(C=C2)OC)F 4-[[2-fluoro-6-methoxy-4-[1-[(4-methoxyphenyl)methyl]-6-methyl-7-oxo-pyrazolo[3,4-c]pyridin-4-yl]phenyl]methyl]piperidine-1-carboxylic acid tert-butyl ester